CN1CCC(CC1)C(=O)C1=CC=CC(=N1)NC(=O)C1=CSC=C1 Thiophene-3-carboxylic acid [6-(1-methyl-piperidine-4-carbonyl)-pyridin-2-yl]-amide